FC=1N=C(SC1CN1C[C@H](CC1)OC1=NC=NC(=C1)OC)NC(C)=O (S)-N-(4-fluoro-5-((3-((6-methoxypyrimidin-4-yl)oxy)pyrrolidin-1-yl)methyl)thiazol-2-yl)acetamide